allyl-triethylsilane C(C=C)[Si](CC)(CC)CC